ClC=1C=C(NC2(CCC3(C(CC4=CC=CC=C34)CCOC3=C(C=NC=C3)F)CC2)C(=O)O)C=CC1 (1r,4r)-4-(3-chloroanilino)-2'-{2-[(3-fluoropyridin-4-yl)oxy]ethyl}-2',3'-dihydrospiro[cyclohexane-1,1'-indene]-4-carboxylic acid